CC=1C(=C(C=CC1)C1(C(=O)OC1C)C1=C(C(=CC=C1)C)C)C α,α-bis(dimethylphenyl)-β-butyrolactone